2-methylhexan-1-ol hydrochloride Cl.CC(CO)CCCC